C(C)OC(CCCC(C(C=CC=CC=CC=CC(CCCCC)O)O)O)=O 5,6,15-trihydroxyeicosa-7,9,11,13-tetraenoic acid ethyl ester